tert-butyl-4-((chlorosulfonyl)methyl)piperidine-1-carboxylic acid C(C)(C)(C)C1N(CCC(C1)CS(=O)(=O)Cl)C(=O)O